4-(6-(4-((2,6-dimethylpyridin-4-yl)methyl)piperazin-1-yl)pyridin-3-yl)-6-(2-methoxyethoxy)pyrazolo[1,5-a]pyridine-3-carbonitrile CC1=NC(=CC(=C1)CN1CCN(CC1)C1=CC=C(C=N1)C=1C=2N(C=C(C1)OCCOC)N=CC2C#N)C